COC(=O)C1=CC=C2C(C(N(C2=C1)CC=1C=CC2=C(C=CO2)C1)=O)(C)C 1-(Benzofuran-5-ylmethyl)-3,3-dimethyl-2-oxoindoline-6-carboxylic acid methyl ester